Br.BrCCN(C)C 2-bromo-N,N-dimethylethan-1-amine, hydrobromide